C1(CC1)C1=C(C=CC(=C1)OC)B(O)O (2-cyclopropyl-4-methoxy-phenyl)boronic acid